C(C)(C)(C)OC(=O)N1C[C@H](N(CC1)C=1SC2=C(N1)C(=C(N2)C=2C(=C(C=1N(C2)N=CN1)C)C)C(C)C)C (R)-4-(5-(7,8-dimethyl-[1,2,4]triazolo[1,5-a]pyridin-6-yl)-6-isopropyl-4H-pyrrolo[3,2-d]thiazol-2-yl)-3-methylpiperazine-1-carboxylic acid tert-butyl ester